(s)-4-((6-(2,3-difluorophenyl)-4-((3-(trifluoromethyl)phenyl)-sulfonyl)-3,4-dihydro-2H-benzo[b][1,4]oxazin-2-yl)methyl)tetrahydro-2H-pyran-4-carboxylic acid FC1=C(C=CC=C1F)C1=CC2=C(O[C@H](CN2S(=O)(=O)C2=CC(=CC=C2)C(F)(F)F)CC2(CCOCC2)C(=O)O)C=C1